(1S,3S,4S)-2-(4,7-difluoro-1H-indole-2-carbonyl)-5,5-difluoro-N-((R,Z)-4-fluoro-4-(methylsulfonyl)-1-((S)-2-oxopyrrolidin-3-yl)but-3-en-2-yl)-2-azabicyclo[2.2.2]octane-3-carboxamide FC1=C2C=C(NC2=C(C=C1)F)C(=O)N1[C@@H]2CC([C@H]([C@H]1C(=O)N[C@H](C[C@H]1C(NCC1)=O)\C=C(/S(=O)(=O)C)\F)CC2)(F)F